(2S)-1-[2-[(3S)-3-(6-quinolylamino)pyrrolidin-1-yl]acetyl]pyrrolidine-2-carbonitrile N1=CC=CC2=CC(=CC=C12)N[C@@H]1CN(CC1)CC(=O)N1[C@@H](CCC1)C#N